isopropyl (3S)-5-bromo-2-oxo-spiro[1H-pyrrolo[2,3-b]pyridine-3,6'-5,7-dihydrocyclopenta[c]pyridine]-3'-carboxylate BrC=1C=C2C(=NC1)NC([C@]21CC2=C(C=NC(=C2)C(=O)OC(C)C)C1)=O